CC=1N=C2N(C=C(C=C2C)C2=NC3=CC(=C(C=C3C(N2)=O)N2CCN(CC2)C)F)C1 2-(2,8-dimethylimidazo[1,2-a]pyridin-6-yl)-7-fluoro-6-(4-methylpiperazin-1-yl)quinazolin-4(3H)-one